COC1=CC=C(C=C1)C(C(C)O)O (4-methoxyphenyl)propane-1,2-diol